C(#N)C1=NC2=CC(=CC(=C2N=C1N1CC2=CC=C(C=C2C1)C)[C@@H](C)NC1=C(C(=O)O)C=CC=C1)C (R)-2-((1-(2-cyano-7-methyl-3-(5-methylisoindolin-2-yl)quinoxalin-5-yl)ethyl)amino)benzoic acid